O=S1(COC(CN1)CN1C(=CC2=C(C(=CC=C12)CN1CCC2(CN(C2)C2=NC=NC3=CC=C(C=C23)CC(F)(F)F)CC1)C)C#N)=O 1-[(3,3-Dioxido-1,3,4-oxathiazinan-6-yl)methyl]-4-methyl-5-({2-[6-(2,2,2-trifluoroethyl)quinazolin-4-yl]-2,7-diazaspiro[3.5]non-7-yl}methyl)-1H-indole-2-carbonitrile